palmitoyl-2-hydroxysn-glycero-3-phosphoethanolamine C(CCCCCCCCCCCCCCC)(=O)C(OP(OC[C@@H](CO)OO)(=O)O)CN